ClC1=CC(=C(OC2=C(C(=O)NC3=C(C=CC(=C3)OC)\C=C\C(NO)=O)C=CC=C2)C=C1)F 2-(4-chloro-2-fluorophenoxy)-N-{2-[(1E)-2-(hydroxycarbamoyl)eth-1-en-1-yl]-5-methoxyphenyl}benzamide